BrC=1C=C(C=CC1)C1(CC(C1)C)C(=O)OC methyl 1-(3-bromophenyl)-3-methylcyclobutanecarboxylate